CC1(OB(OC1(C)C)C=1C=NC(=NC1)N1C2COCC1CC2)C 8-[5-(4,4,5,5-tetramethyl-1,3,2-dioxaborolan-2-yl)pyrimidin-2-yl]-3-oxa-8-azabicyclo[3.2.1]octane